C1(CCC1)CNCC=1C=C(C2=C(N=C(O2)C=2C=C(C=C(C2)C2CC2)C2=C(C=C(C=C2)F)C2=NN=CN2C)C1)F 1-Cyclobutyl-N-((2-(5-cyclopropyl-4'-fluoro-2'-(4-methyl-4H-1,2,4-triazol-3-yl)-[1,1'-biphenyl]-3-yl)-7-fluorobenzo[d]oxazol-5-yl)methyl)methanamine